C(#N)C=1C=C(C(=NC1)C(=O)NC=1C=C2C(=NNC2=CC1)C1=NC(=CC=C1)C)C 5-cyano-3-methyl-N-(3-(6-methylpyridin-2-yl)-1H-indazol-5-yl)picolinamide